C(C)(C)(C)OC(N[C@H]1C[C@@H](OC[C@H]1CO)C(=O)N1[C@H](C2=CC=CC=C2CC1)C1=CC=C(C=C1)F)=O ((2R,4S,5R)-2-((S)-1-(4-fluorophenyl)-1,2,3,4-tetrahydroisoquinoline-2-carbonyl)-5-(hydroxymethyl)tetrahydro-2H-pyran-4-yl)carbamic acid tert-butyl ester